C1(CC1)C(C1=NC=C(C(=N1)OC1=CC=CC=C1)C(=O)N[C@H](\C=C\S(=O)(=O)C)C1CC(C1)(F)F)(F)F (S,E)-2-(cyclopropyldifluoromethyl)-N-(1-(3,3-difluorocyclobutyl)-3-(methylsulfonyl)allyl)-4-phenoxypyrimidine-5-carboxamide